CS(=O)(=O)N1CCN(CC1)CC1OCCN(C1)C=1C=C(NC1)C 6-[(4-methylsulfonylpiperazin-1-yl)methyl]-Methyl-4-morpholinylpyrrole